CCCCCC/C=C/C=C/O decadienol